R-benzyl chloride ammonium salt [NH4+].C(C1=CC=CC=C1)Cl